2-chloro-4,6-dimethylnicotinic acid methyl ester COC(C1=C(N=C(C=C1C)C)Cl)=O